6-(1-((1H-imidazol-4-yl)sulfonyl)piperidin-4-yl)-7-methyl-[1,2,4]triazolo[1,5-a]pyridine N1C=NC(=C1)S(=O)(=O)N1CCC(CC1)C=1C(=CC=2N(C1)N=CN2)C